2-(quinoxalin-6-ylamino)-3,5-dihydro-4H-imidazol-4-one N1=CC=NC2=CC(=CC=C12)NC1=NCC(N1)=O